ClC1=CC=C2C3(C(N(C2=C1)C1=NOC(=N1)CC)=O)CC1=CC=C(C=C1C3)C(=O)O 6'-chloro-1'-(5-ethyl-1,2,4-oxadiazol-3-yl)-2'-oxo-1,3-dihydro-spiro[indene-2,3'-indoline]-5-carboxylic acid